C(C)(C)(C)C1=CC=C(C=C1)C(CC(=O)O)(CC(=O)O)C(=O)O 2-(4-(tert-butyl)-phenyl)-propane-1,2,3-tricarboxylic acid